C1(CC1)C(=O)C1=CC=C(C=C1)O cyclopropyl-(4-hydroxyphenyl)methanone